BrC1=CC(=NC=C1)OC1CC(C1)OC1CCN(CC1)C(=O)OCC1=CC=CC=C1 Benzyl 4-[3-[(4-bromo-2-pyridyl)oxy]cyclobutoxy]piperidine-1-carboxylate